ClC1=CC=CC2=C1NC(=N2)CNC=2C=1N(N=C(C2)NC2CCN(CC2)C)C(=CN1)C1=CSC=C1 N8-((7-chloro-1H-benzo[d]imidazol-2-yl)methyl)-N6-(1-methylpiperidin-4-yl)-3-(thiophen-3-yl)imidazo[1,2-b]pyridazine-6,8-diamine